FC1=NN2C(N=CC3=C2[C@](CC3C(=O)OC)(C=3C=NNC3)C)=C1 Methyl (8R)-2-fluoro-8-methyl-8-(1H-pyrazol-4-yl)-7,8-dihydro-6H-cyclopenta[e]pyrazolo[1,5-a]pyrimidine-6-carboxylate